C(#N)C=1C=NN2C1C(=CC(=C2)C=2C=NN(C2C)[C@H]2CN(CC2)C(=O)OC(C)(C)C)OS(=O)(=O)C(F)(F)F tert-Butyl (3R)-3-[4-[3-cyano-4-(trifluoromethanesulfonyloxy) pyrazolo[1,5-a]pyridin-6-yl]-5-methylpyrazol-1-yl]pyrrolidine-1-carboxylate